CN1C(CCCC1)CC(=O)NC1(CC1)C=1C=C(C=CC1)C 2-(1-methylpiperidin-2-yl)-N-(1-(m-tolyl)cyclopropyl)acetamide